1,3-bis(tertiary butyl-peroxyisopropyl)benzene Racemic-methyl-2-hydroxy-2-methyl-3-(methylsulfonyl)propanoate COC([C@@](CS(=O)(=O)C)(C)O)=O.C(C)(C)(C)OOC(C)(C)C1=CC(=CC=C1)C(C)(C)OOC(C)(C)C |r|